1-ethylbenzol C(C)C1=CC=CC=C1